ammonium (hydrogen) sulfite S(=O)(O)[O-].[NH4+]